C(C)(C)(C)OC(=O)N1CC2(C1)CN(CC2)S(=O)(=O)C2=CC(=CC=C2)C=2SC=CC2 6-((3-(thiophen-2-yl)phenyl)sulfonyl)-2,6-diazaspiro[3.4]octane-2-carboxylic acid tert-butyl ester